NC1=CC=C(C=N1)/C=C/C(=O)NCCC1C2CN(CC12)C(C1=CC(=CC=C1)OC(F)F)=O (E)-3-(6-aminopyridin-3-yl)-N-(2-(3-(3-(difluoromethoxy)benzoyl)-3-azabicyclo[3.1.0]hexan-6-yl)ethyl)acrylamide